benzyl ((R)-2-((S)-2-(((3-aminobenzo[d]isoxazol-6-yl)methyl)carbamoyl)azetidin-1-yl)-1-cyclohexyl-2-oxoethyl)glycinate NC1=NOC2=C1C=CC(=C2)CNC(=O)[C@H]2N(CC2)C([C@@H](C2CCCCC2)NCC(=O)OCC2=CC=CC=C2)=O